FC(CC(CO)(C)NC(=O)C=1C(=NN2C1C=C(C=C2)OCC2=C(C=CC=C2)F)C)F N-(4,4-difluoro-1-hydroxy-2-methylbutan-2-yl)-5-[(2-fluorophenyl)methoxy]-2-methylpyrazolo[1,5-a]pyridine-3-carboxamide